4-chloro-2-(4-fluorophenyl)-6-methylthieno[2,3-d]pyrimidine ClC=1C2=C(N=C(N1)C1=CC=C(C=C1)F)SC(=C2)C